CC(C(C(=O)Cl)=O)C 3-methyl-2-oxobutyryl chloride